Ethyl 1-(3-methoxy-5-(((4-(trifluoromethyl)cyclohexyl)methyl)carbamoyl)pyridin-2-yl)-1H-pyrazole-4-carboxylate COC=1C(=NC=C(C1)C(NCC1CCC(CC1)C(F)(F)F)=O)N1N=CC(=C1)C(=O)OCC